N-CYCLOPROPYL-4-FORMYLBENZAMIDE C1(CC1)NC(C1=CC=C(C=C1)C=O)=O